5-chloro-2-[2-[3-(difluoromethyl)-5-isoxazolyl]phenoxy]-pyrimidine ClC=1C=NC(=NC1)OC1=C(C=CC=C1)C1=CC(=NO1)C(F)F